CN(C1(CCC2(CN(C(N2CCC(C)C)=O)CC2=CC=C(C=C2)OC)CC1)C1=CC=CC=C1)C cis-8-dimethylamino-3-[(4-methoxyphenyl)-methyl]-1-(3-methyl-butyl)-8-phenyl-1,3-diazaspiro[4.5]decan-2-one